COC(C1=C(C=C(C(=C1)[N+](=O)[O-])NC1CC1)F)=O 4-(cyclopropylamino)-2-fluoro-5-nitrobenzoic acid methyl ester